Racemic-3-cyano-N-[4-(3-cyanophenyl)-5-(2,6-dimethyl-4-pyridyl)thiazol-2-yl]-3-methyl-pyrrolidine-1-carboxamide C(#N)[C@]1(CN(CC1)C(=O)NC=1SC(=C(N1)C1=CC(=CC=C1)C#N)C1=CC(=NC(=C1)C)C)C |r|